The molecule is a dichlorobiphenyl carrying chloro groups at positions 4 and 4' respectively. It is a dichlorobiphenyl and a member of monochlorobenzenes. C1=CC(=CC=C1C2=CC=C(C=C2)Cl)Cl